OC(CCCCCCCCCCCC(=O)O)CC=CCC=CCCCCCCCC 13-hydroxy-heptacosa-15,18-dienoic acid